ClC1=CC=C2C(=NC(N(C2=C1)C1=CC(=CC=C1)CCNC1=CC=NN1C)=O)NC 7-chloro-1-(3-(2-((1-methyl-1H-pyrazol-5-yl)amino)ethyl)phenyl)-4-(methylamino)-quinazolin-2(1H)-one